C(C)(=O)O[C@H]1[C@H](N(C[C@@H]1O)C(=O)OC(C)(C)C)CC1=CC=C(C=C1)OS(=O)(=O)C(F)(F)F tert-butyl (2R,3S,4S)-3-(acetyloxy)-4-hydroxy-2-{[4-(trifluoro methanesulfonyloxy)phenyl]methyl}pyrrolidine-1-carboxylate